1-[2-[4-[(5-Cyclopropyl-1H-pyrazol-3-yl)amino]pyrimidin-2-yl]-2-azabicyclo[2.1.1]hexan-4-yl]ethanol C1(CC1)C1=CC(=NN1)NC1=NC(=NC=C1)N1C2CC(C1)(C2)C(C)O